tetraaminopalladium nitrate [N+](=O)(O)[O-].N[Pd](N)(N)N